tert-butyl (1S,2S,5R)-3-benzyl-2-{[(tert-butyldimethylsilyl)oxy]methyl}-3,8-diazabicyclo[3.2.1]octane-8-carboxylate C(C1=CC=CC=C1)N1[C@@H]([C@@H]2CC[C@H](C1)N2C(=O)OC(C)(C)C)CO[Si](C)(C)C(C)(C)C